2-chloro-9-(4,4-difluorocyclohexyl)-7,9-dihydro-8H-purin-8-one ClC1=NC=C2NC(N(C2=N1)C1CCC(CC1)(F)F)=O